(R)-tert-butyl 4-(2-(2-(3-chloro-2-hydroxyphenyl)-6a,7,9,10-tetrahydro-5H-pyrazino[1',2':4,5]pyrazino[2,3-c]pyridazin-8(6H)-yl)pyrimidin-5-yl)piperidine-1-carboxylate ClC=1C(=C(C=CC1)C=1C=C2C(=NN1)NC[C@H]1N2CCN(C1)C1=NC=C(C=N1)C1CCN(CC1)C(=O)OC(C)(C)C)O